4-hydroxy-N-[7-methoxy-4-(1-methyl-1H-pyrazol-4-yl)-1H-1,3-benzodiazol-2-yl]-4-(pyridin-3-yl)piperidine-1-carboxamide OC1(CCN(CC1)C(=O)NC1=NC2=C(N1)C(=CC=C2C=2C=NN(C2)C)OC)C=2C=NC=CC2